3-[(2R)-2-oxopyrrolidin-1-yl-2-phenylethyl]-5-(2-fluoro-3-methoxyphenyl)-1-[[2-fluoro-6-(trifluoromethyl)phenyl]methyl]-6-methyl-2,4(1H,3H)-pyrimidinedione O=C1N(CCC1)[C@@H](CN1C(N(C(=C(C1=O)C1=C(C(=CC=C1)OC)F)C)CC1=C(C=CC=C1C(F)(F)F)F)=O)C1=CC=CC=C1